COC=1C(=C(C(=CC1)O)C)OC dimethoxycresol